5-[(2R)-4-[2-(difluoromethyl)-4-fluorobenzoyl]-2-ethylpiperazin-1-yl]-2'-ethoxy-N-[(3R)-pyrrolidin-3-yl]-[2,3'-bipyridine]-6-carboxamide FC(C1=C(C(=O)N2C[C@H](N(CC2)C=2C=CC(=NC2C(=O)N[C@H]2CNCC2)C=2C(=NC=CC2)OCC)CC)C=CC(=C1)F)F